1-(2-hydroxynaphthylmethyl)-2-ethyl-4-methylimidazole OC1=C(C2=CC=CC=C2C=C1)CN1C(=NC(=C1)C)CC